NC1=NC2=CN=C(C=C2C=C1C)C(=O)N(CC1=NC=C(C=C1)C(F)(F)F)[C@H]1[C@@H](CCC1)C#N 2-amino-N-((1R,2R)-2-cyanocyclopentyl)-3-methyl-N-((5-(trifluoromethyl)-2-pyridinyl)methyl)-1,7-naphthyridine-6-carboxamide